C(C)(C)OC(=O)[C@@H]1C[C@H](CCC1)OC=1C(=NC(=CC1)C=1N=NN(C1COC(N(CCC)C)=O)C)C.C(C=C)(=O)OCC[Si](OC)(OC)OC acryloxyethyltrimethoxysilane isopropyl-(1S,3S)-3-((2-methyl-6-(1-methyl-5-(((methyl(propyl)carbamoyl)oxy)methyl)-1H-1,2,3-triazol-4-yl)pyridin-3-yl)oxy)cyclohexane-1-carboxylate